CC1=C(C(=NC=2N=C(N=C(C21)N)NC2CCN(CC2)C)C)C 5,6,7-trimethyl-N2-(1-methylpiperidin-4-yl)pyrido[2,3-d]pyrimidine-2,4-diamine